6-(Boc-amino)hexanoic acid C(=O)(OC(C)(C)C)NCCCCCC(=O)O